tert-butyl-N-(tert-butoxycarbonyl)-1,3-diaminopropane N-(3-aminopropyl)carbamate NCCCNC(O)=O.C(C)(C)(C)C(CCN)NC(=O)OC(C)(C)C